CN(C=1C=C(C=C2C(=C(NC12)C)C(C)=O)C1=NC=CC=C1)C 1-(7-(dimethylamino)-2-methyl-5-(pyridin-2-yl)-1H-indol-3-yl)ethan-1-one